BrC=1C=C2C(N(C(C2=CC1)(C1=CC=C(C=C1)Cl)OCC(=O)N(C)C)C1=CC=C(C=C1)Cl)=O 2-((5-bromo-2-(4-chlorophenyl)-1-(4-chlorophenyl)-3-oxoisoindolin-1-yl)oxy)-N,N-dimethylacetamide